2-hydroxydecyl-octadec-9-enoate OC(COC(CCCCCCCC=CCCCCCCCC)=O)CCCCCCCC